4-(imidazo[1,2-a]pyridin-2-yl)phenol N=1C(=CN2C1C=CC=C2)C2=CC=C(C=C2)O